8-bromo-N,N,9-tris((4-methoxyphenyl)methyl)-9H-purin-6-amine BrC=1N(C2=NC=NC(=C2N1)N(CC1=CC=C(C=C1)OC)CC1=CC=C(C=C1)OC)CC1=CC=C(C=C1)OC